NC1=NN(C=N1)C1=CC(=C(COC2=CC=C(C=C2)O)C(=C1)F)F 4-((4-(3-amino-1H-1,2,4-triazol-1-yl)-2,6-difluorobenzyl)oxy)phenol